3-benzyl-2-(3,5-bis(trifluoromethyl)benzyl)-3,4-dihydroisoquinoline C(C1=CC=CC=C1)C1N(CC2=CC=CC=C2C1)CC1=CC(=CC(=C1)C(F)(F)F)C(F)(F)F